4-bromo-5-(methylsulfonyl)-1,2-dihydro-3H-indazol-3-one BrC1=C2C(NNC2=CC=C1S(=O)(=O)C)=O